[Na+].COC1=C(C=CC(=C1)[N+](=O)[O-])N1NC(=NN1C1=CC=C(C=C1)[N+](=O)[O-])C1=C(C=C(C=C1)S(=O)(=O)[O-])S(=O)(=O)[O-] 2-(2-methoxy-4-nitrophenyl)-3-(4-nitrophenyl)-5-(2,4-disulfophenyl)-2H-tetrazole, monosodium salt